C(=O)C1=CC=C(C=C1)C1=CC=C(C=C1)C(=O)O 4'-formylbiphenyl-4-carboxylic acid